3-(4-amino-6-(((1s,3s)-3-hydroxycyclobutyl)amino)pyrido[3,4-d]pyrimidin-8-yl)-2,4-dimethylphenol NC=1C2=C(N=CN1)C(=NC(=C2)NC2CC(C2)O)C=2C(=C(C=CC2C)O)C